(S)-N-(3-(1-amino-3-cyanopropyl)phenyl)acetamide N[C@@H](CCC#N)C=1C=C(C=CC1)NC(C)=O